BrC=1C=C(C=CC1)[C@H]1N(C[C@@H](CC1)C)C(C(=O)NC=1C=C(C=NC1)C(=O)N)=O 5-[[2-[(2S,5R)-2-(3-bromophenyl)-5-methyl-1-piperidyl]-2-oxo-acetyl]amino]pyridine-3-carboxamide